C1(CC1)C1=CC=C(C=C1)NC(=N)C1(CCNCC1)C N-(4-cyclopropylphenyl)-4-methylpiperidine-4-carboxamidine